C(#N)N1C2CCC(C1)[C@H]2NC(=O)C=2SC(=CN2)C2=C(C=CC=C2)OC2=CC=C(C=C2)F N-((7R)-2-cyano-2-azabicyclo[2.2.1]heptan-7-yl)-5-(2-(4-fluorophenoxy)phenyl)thiazole-2-carboxamide